6'-fluoro-1'-[(4-methoxyphenyl)methyl]-3'-(trifluoromethyl)spiro[1,3-dioxolane-2,4'-5,6-dihydrocyclopenta[c]pyrazole]-5'-ol FC1C(C2(C3=C1N(N=C3C(F)(F)F)CC3=CC=C(C=C3)OC)OCCO2)O